di-hydroxymethyl-sodium phenolate C1(=CC=CC=C1)[O-].OC(O)[Na]